ClC1=CC(N(C2=C1N=C(N=C2)N2C=NC=C2)C)=O 8-chloro-2-(1H-imidazol-1-yl)-5-methylpyrido[3,2-d]pyrimidin-6(5H)-one